C(C)(C)(C)OC(=O)N1CC(C1)CN1[C@H](CN(CC1)C(=O)OCC1=CC=CC=C1)C benzyl (3S)-4-[(1-tert-butoxycarbonylazetidin-3-yl) methyl]-3-methyl-piperazine-1-carboxylate